3-fluoro-8-(prop-1-en-2-yl)-1,6-naphthyridin-5(6H)-one FC=1C=NC=2C(=CNC(C2C1)=O)C(=C)C